C(C)(C)(C)C=1C=C(C=CC1)C(C(=O)N1CC2=C(CCC1)N=C(NC2=O)C2(CC2)C=2C=NC=C(C2)C(C)C)O 6-(2-(3-(tert-butyl)phenyl)-2-hydroxyacetyl)-2-(1-(5-isopropylpyridin-3-yl)cyclopropyl)-3,5,6,7,8,9-hexahydro-4H-pyrimido[5,4-c]azepin-4-one